C1(CC1)C#CCCCCCC cyclopropyloctyne